2-phenyl-1-[4-(2-piperidin-1-yl-ethoxy)-phenyl]-1,2,3,4-tetrahydro-isoquinolin-6-ol C1(=CC=CC=C1)N1C(C2=CC=C(C=C2CC1)O)C1=CC=C(C=C1)OCCN1CCCCC1